C1CCC2=C(C=3CCCC3C=C12)NC(=O)N=[S@@](=O)(N)C=1C=NN2C1OC[C@](C2)(C)COC (S,6S)-N'-((1,2,3,5,6,7-hexahydro-s-indacen-4-yl)carbamoyl)-6-(methoxymethyl)-6-methyl-6,7-dihydro-5H-pyrazolo[5,1-b][1,3]oxazine-3-sulfonimidamide